methyl 4-fluoro-5-(2-(methoxycarbonyl) hydrazineyl)-3,4-dihydro-2H-pyrrole-2-carboxylate FC1CC(N=C1NNC(=O)OC)C(=O)OC